C(CCC)[Sn](C)(C)CCCC Dibutyl-dimethyl-tin